C1(CCC1)=C1C[C@H](N(CC1)C(=O)OCC1=CC=CC=C1)C1=CC=C(C=C1)C(=O)OC benzyl (S)-4-cyclobutylidene-2-(4-(methoxycarbonyl)phenyl)piperidine-1-carboxylate